NC=1C=C(C=CC1N)C 3,4-diaminophenylmethane